NC1=C(NC(C(C2CCCCCCC2)NC(=O)C=2C(=NOC2)C)=O)C(=CC=C1F)F N-[2-(2-amino-3,6-difluoroanilino)-1-cyclooctyl-2-oxoethyl]-3-methylisoxazole-4-carboxamide